4-[3-(4,4,5,5-tetramethyl-1,3,2-dioxaborolan-2-yl)phenyl]pyridine CC1(OB(OC1(C)C)C=1C=C(C=CC1)C1=CC=NC=C1)C